C(C([2H])([2H])[2H])([2H])([2H])N1C(N(C2=NC(=NC=C12)SC)C1CCOCC1)=O (ethyl-d5)-2-(methylthio)-9-(tetrahydro-2H-pyran-4-yl)-7,9-dihydro-8H-purin-8-one